isopropyl 4-(4-fluorophenyl)-6-methyl-2-thioxo-1,2,3,4-tetrahydropyrimidine-5-carboxylate FC1=CC=C(C=C1)C1NC(NC(=C1C(=O)OC(C)C)C)=S